N-(o-fluorophenyl)benzoxazolium 4-carbamoylbutanoate C(N)(=O)CCCC(=O)[O-].FC1=C(C=CC=C1)[N+]1=COC2=C1C=CC=C2